((1S,4S,5S)-4-(4-((R)-3-ethyl-2-methyloctan-2-yl)-2,6-dimethoxyphenyl)-6,6-dimethylbicyclo[3.1.1]hept-2-en-2-yl)methanol C(C)[C@@H](C(C)(C)C1=CC(=C(C(=C1)OC)[C@H]1C=C([C@@H]2C([C@H]1C2)(C)C)CO)OC)CCCCC